Undec-7-enylium [CH2+]CCCCCC=CCCC